ClC1=CC(=C(O[C@H](C(=O)OC)CC2CC2)C=C1)C1=NOCC1OCCCC (2S)-methyl 2-[4-chloro-2-(4-butoxy-4,5-dihydroisoxazol-3-yl) phenoxy]-3-cyclopropylpropionate